Di(Hydroxymethyl)Pyrrolidin-2-One OCC1C(N(CC1)CO)=O